1-(4-((2-(2,6-dioxopiperidin-3-yl)-1,3-dioxoisoindolin-4-yl)oxy)butyl)-N4-(2-(((S)-2-methylpyrrolidin-1-yl)methyl)-1H-benzo[d]imidazol-5-yl)terephthalamide O=C1NC(CCC1N1C(C2=CC=CC(=C2C1=O)OCCCCC1(C(=O)N)CC=C(C(=O)NC2=CC3=C(NC(=N3)CN3[C@H](CCC3)C)C=C2)C=C1)=O)=O